FC1=CC=CC=2C(=N[C@@H](C(NC21)=O)NC(=O)C2=C(N=C1N2N=C(C=C1)C)C1=CC=CC=C1)C1=CC=CC=C1 N-[(3S)-9-fluoro-2-oxo-5-phenyl-1,3-dihydro-1,4-benzodiazepine-3-Yl]-6-methyl-2-phenylimidazo[1,2-b]pyridazine-3-carboxamide